folyl glutamate N[C@@H](CCC(=O)[O-])C(=O)OC(CC[C@@H](C(=O)O)NC(=O)C1=CC=C(NCC2=CN=C3N=C(N)NC(=O)C3=N2)C=C1)=O